OC12C=3C=NN(C3C[C@@H](C1C(=NO2)C(=O)OCC)C)CC2=CC=C(C=C2)OC ethyl (4S)-8b-hydroxy-6-(4-methoxybenzyl)-4-methyl-3a,5,6,8b-tetrahydro-4H-isoxazolo[5,4-e]indazole-3-carboxylate